S-(2-pyridylthio)cysteamine HCl salt Cl.N1=C(C=CC=C1)SSCCN